Methyl 7-fluoroisoquinoline-8-carboxylate FC1=CC=C2C=CN=CC2=C1C(=O)OC